NC=1C2=C(N=CN1)N(C=C2)[C@H]2[C@@H]([C@@H]([C@H](C2)CCC2=CC=C1C=C3C(=NC1=C2)N[C@H](C3)C)O)O (1R,2S,3R,5S)-3-(4-amino-7H-pyrrolo[2,3-d]pyrimidin-7-yl)-5-(2-((S)-2-methyl-2,3-dihydro-1H-pyrrolo[2,3-b]quinolin-7-yl)ethyl)cyclopentane-1,2-diol